N1CC(C1)NC1CN(C1)C(CC1=NC=C(C=N1)C=1C=CC=2N(C1)C(=C(N2)CC)N(C=2SC(=C(N2)C2=CC=C(C=C2)F)C#N)C)=O 2-((6-(2-(2-(3-(azetidin-3-ylamino)azetidin-1-yl)-2-oxoethyl)pyrimidin-5-yl)-2-ethylimidazo[1,2-a]pyridin-3-yl)(methyl)amino)-4-(4-fluorophenyl)thiazole-5-carbonitrile